tert-butyl 4-[6-[2-methyl-8-(3-pyridyloxy)imidazo[1,2-b]pyridazin-6-yl]-1-oxo-2-isoquinolyl]piperidine-1-carboxylate CC=1N=C2N(N=C(C=C2OC=2C=NC=CC2)C=2C=C3C=CN(C(C3=CC2)=O)C2CCN(CC2)C(=O)OC(C)(C)C)C1